6-(1-(2-(2,4-dioxotetrahydropyrimidin-1(2H)-yl)benzyl)piperidin-4-yl)-2-(4-phenoxyphenyl)nicotinamide O=C1N(CCC(N1)=O)C1=C(CN2CCC(CC2)C2=NC(=C(C(=O)N)C=C2)C2=CC=C(C=C2)OC2=CC=CC=C2)C=CC=C1